ClC=1C=CC(=NC1)[C@@H]1[C@H](CN(CC1)C1=C2C(=NC(=C1)C)N(N=C2)C)C 4-[(3R,4S)-4-(5-chloro-2-pyridinyl)-3-methyl-1-piperidinyl]-1,6-dimethyl-pyrazolo[3,4-b]pyridine